BrC1=C(C(=CC(=N1)N)C)C(F)(F)F 6-bromo-4-methyl-5-(trifluoromethyl)pyridin-2-amine